C12(CC(C1)C2)NC(=O)NC(C)C2=CC(=CC=C2)OC(F)F 1-bicyclo[1.1.1]pent-1-yl-3-[1-(3-difluoromethoxy-phenyl)-ethyl]-urea